(1R)-1-(2-chloro-5-fluoro-3-pyridyl)ethanol ClC1=NC=C(C=C1[C@@H](C)O)F